3H-indolium chloride [Cl-].[NH+]1=CCC2=CC=CC=C12